2-[(4-{1-[(2,4-difluorophenyl)methoxy]-1H-pyrazol-3-yl}piperidin-1-yl)methyl]-1-[(1-ethyl-1H-imidazol-5-yl)methyl]-1H-benzimidazole-6-carboxylic acid FC1=C(C=CC(=C1)F)CON1N=C(C=C1)C1CCN(CC1)CC1=NC2=C(N1CC1=CN=CN1CC)C=C(C=C2)C(=O)O